F[C@@]([C@@H]([C@H](C)O)O)(O)[C@H](O)CO 4-fluorodeoxysorbitol